[Si](C1=CC=CC=C1)(C1=CC=CC=C1)(C(C)(C)C)OCC1OCCCC1O (((tert-butyldiphenylsilyl)oxy)methyl)tetrahydro-2H-pyran-3-ol